(R)-3-oxo-3-(3-((5-(pyrimidin-4-yl)-1H-pyrrolo[2,3-b]pyridin-4-yl)amino)piperidin-1-yl)propanenitrile O=C(CC#N)N1C[C@@H](CCC1)NC1=C2C(=NC=C1C1=NC=NC=C1)NC=C2